(2'-(N-(3,4-dimethylisoxazol-5-yl)-N-(methoxymethyl) sulfamoyl)-2-(ethoxymethyl)-[1,1'-biphenyl]-4-yl)methyl methanesulfonate CS(=O)(=O)OCC1=CC(=C(C=C1)C1=C(C=CC=C1)S(N(COC)C1=C(C(=NO1)C)C)(=O)=O)COCC